bisbenzenesulfonyl-sulfimide C1(=CC=CC=C1)S(=O)(=O)S(=N)S(=O)(=O)C1=CC=CC=C1